(S)-1-(tert-butoxycarbonyl)-3-hydroxypiperidine C(C)(C)(C)OC(=O)N1C[C@H](CCC1)O